C(C1=CC=CC=C1)OC1=CC=C(C=C1)NC(=O)C=1C=C(N2CCCCC12)C1=C(C(=O)OCC)C=CC(=C1)Cl Ethyl 2-[1-({[4-(benzyloxy)phenyl]amino}carbonyl)-5,6,7,8-tetrahydroindolizin-3-yl]-4-chlorobenzoate